C1(=CC=CC=C1)CC1CN(CCC1)C(=O)C=1OC(=NN1)C1(CCCC1)C1=CC=CC=C1 (3-(Phenylmethyl)piperidin-1-yl)(5-(1-phenylcyclopentyl)-1,3,4-oxadiazol-2-yl)methanone